N1(C=NC=C1)C=1C=C(C(=O)NC2(CCC(CC2)C)C(=O)OC)C=CN1 methyl 1-(2-(1H-imidazol-1-yl)isonicotinamido)-4-methylcyclohexane-1-carboxylate